2-[(1S,4S,5R)-5-[[4-cyclopropyl-1-(2,6-dichlorophenyl)-1H-pyrazol-5-yl]methoxy]-2-azabicyclo[2.2.1]heptan-2-yl]-4-fluoro-1,3-benzothiazole-6-carboxylic acid C1(CC1)C=1C=NN(C1CO[C@H]1[C@@H]2CN([C@H](C1)C2)C=2SC1=C(N2)C(=CC(=C1)C(=O)O)F)C1=C(C=CC=C1Cl)Cl